The molecule is a disaccharide derivative consisting of a 3-deoxy-alpha-D-manno-oct-2-ulopyranonosyl residue and a 3-deoxy-7-O-methyl-alpha-D-manno-oct-2-ulopyranonosyl joined via an alpha-(2->8)-linkage. It has a role as an antigen. CO[C@H](CO[C@@]1(C[C@H]([C@H]([C@H](O1)[C@@H](CO)O)O)O)C(=O)O)[C@@H]2[C@@H]([C@@H](C[C@@](O2)(C(=O)O)O)O)O